1-[(2S)-1-cyano-2-methyl-cyclopropyl]-5-tetrahydropyran-4-yl-indole-2-carboxylic acid C(#N)C1([C@H](C1)C)N1C(=CC2=CC(=CC=C12)C1CCOCC1)C(=O)O